[Si](C)(C)(C(C)(C)C)OCC1CCC(CC1)C=O 4-(((tert-butyldimethylsilyl)oxy)methyl)-cyclohexanecarbaldehyde